bisphenol A lithium [Li].OC1=CC=C(C=C1)C(C)(C)C1=CC=C(C=C1)O